N(=[N+]=[N-])CCCCCCCOC1=C(C=C(C=O)C=C1)O 4-(7-Azidoheptyloxy)-3-hydroxybenzaldehyde